ethyl 7-bromo-6-methyl-4-oxo-5H-pyrazolo[1,5-a]pyrazine-3-carboxylate BrC1=C(NC(C=2N1N=CC2C(=O)OCC)=O)C